Cl.COC(=O)C1=CC(=NN1CCCN)Br 1-(3-aminopropyl)-3-bromo-1H-pyrazole-5-carboxylic acid methyl ester hydrochloride